ClC=1C=NN(C1C1=C(OC2=C(N=CN=N2)N2CC3(C2)CCN(CC3)C(=O)OC(C)(C)C)C=CC(=C1)F)C(C)C tert-butyl 2-(6-(2-(4-chloro-1-isopropyl-1H-pyrazol-5-yl)-4-fluorophenoxy)-1,2,4-triazin-5-yl)-2,7-diazaspiro[3.5]nonane-7-carboxylate